O1C(=CC=C1)C1=CC(=NN1C)CO (5-(furan-2-yl)-1-methyl-1H-pyrazol-3-yl)methanol